4-(((2-((4-((2S,6R)-2,6-dimethylmorpholino)phenyl)amino)-5-fluoropyrimidin-4-yl)oxy)methyl)cyclohexane-1-carbonitrile C[C@@H]1O[C@@H](CN(C1)C1=CC=C(C=C1)NC1=NC=C(C(=N1)OCC1CCC(CC1)C#N)F)C